ClC1=C(C=C(C=C1)F)\N=C(/N)\C1=C(C=2N(N=C1)C=C(C2)C2=C(C=C(C=C2)OC)C)NC2CCC(CC2)N(C(C(F)(F)F)=O)C N-trans-[4-[[3-[(Z)-N'-(2-chloro-5-fluoro-phenyl)carbamimidoyl]-6-(4-methoxy-2-methyl-phenyl)pyrrolo[1,2-b]pyridazin-4-yl]amino]cyclohexyl]-2,2,2-trifluoro-N-methyl-acetamide